FC=1C(=CC(=C(C(=O)O)C1)O[C@@H](C)CC(C)C)N1N=C(N(C1=O)C)C(C)C 5-fluoro-4-[4-methyl-5-oxo-3-(propan-2-yl)-4,5-dihydro-1H-1,2,4-triazol-1-yl]-2-{[(2S)-4-methylpent-2-yl]oxy}benzoic acid